FC1=CC(=C(C=C1)C1=CC(=CC=C1)C=1OC2=C(N1)C=C(C=C2C(F)(F)F)CNC[C@@H]2OCCC2)C2=NN=CN2C (R)-1-(2-(4'-Fluoro-2'-(4-methyl-4H-1,2,4-triazol-3-yl)-[1,1'-biphenyl]-3-yl)-7-(trifluoromethyl)benzo[d]oxazol-5-yl)-N-((tetrahydrofuran-2-yl)methyl)methanamine